ClC=1C(=NC(=NC1)NC1=C(C=C(C=C1)N1CCN(CC1)CC=1C=C2CN(C(C2=CC1F)=O)C1C(NC(CC1)=O)=O)OC)NC1=C(C=CC=C1)P(=O)(OC)OC 3-(5-((4-(4-((5-chloro-4-((2-(dimethylphosphono)phenyl)amino)pyrimidin-2-yl)amino)-3-Methoxyphenyl)piperazin-1-yl)methyl)-6-fluoro-1-oxoisoindolin-2-yl)piperidine-2,6-dione